CC=1SC=CC1Br 2-methyl-3-bromothiophene